COC(=O)C1=NC=C(C=C1F)C1=CC(=CC=C1)Cl 5-(3-chlorophenyl)-3-fluoropyridine-2-carboxylic acid methyl ester